tert-butyl (1R,5S)-3-(7-chloro-8-fluoro-2-(((2S,4R)-4-fluoro-1-methylpyrrolidin-2-yl)methoxy)pyrido[4,3-d]pyrimidin-4-yl)-3,8-diazabicyclo[3.2.1]octane-8-carboxylate ClC1=C(C=2N=C(N=C(C2C=N1)N1C[C@H]2CC[C@@H](C1)N2C(=O)OC(C)(C)C)OC[C@H]2N(C[C@@H](C2)F)C)F